FC=1C=C(C=CC1)C1=C2N(C(=NC1=O)NC1CC(C1)O)C=CC(=C2)C(F)(F)F (3-fluorophenyl)-1-(((1r,3r)-3-hydroxycyclobutyl)amino)-6-(trifluoromethyl)-3H-pyrido[1,2-c]pyrimidin-3-one